FC1=CC=C(C=C1)C(C)(N)C=1C=NC(=NC1)N1CCNCC1 1-(4-fluorophenyl)-1-(2-piperazin-1-ylpyrimidin-5-yl)ethanamine